(4-(2,6-dichloropyrimidin-4-yl)-3-methylmorpholin-3-yl)methanol ClC1=NC(=CC(=N1)N1C(COCC1)(C)CO)Cl